ClC1=C(C(=O)CC(=O)N)C=CC(=C1)Cl (2,4-dichlorobenzoyl)acetamide